3,4-Dichlorophenylacetonitril ClC=1C=C(C=CC1Cl)CC#N